CN(C1=CC=C(C=C1)N=NC1=NC=CC=C1)C 2-(p-dimethylaminophenylazo)pyridine